N-((3S,4R)-4-fluoro-1-(oxetan-3-yl)pyrrolidin-3-yl)-5-(4-fluoro-1-isopropyl-2-methyl-1H-benzo[d]imidazol-6-yl)-4-methoxypyrrolo[2,1-f][1,2,4]triazin-2-amine F[C@H]1[C@H](CN(C1)C1COC1)NC1=NN2C(C(=N1)OC)=C(C=C2)C=2C=C(C1=C(N(C(=N1)C)C(C)C)C2)F